1-(4-(4-(quinolin-3-yl)benzyl)-5,6-dihydropyridin-1(2H)-yl)propan-1-one TFA Salt OC(=O)C(F)(F)F.N1=CC(=CC2=CC=CC=C12)C1=CC=C(CC2=CCN(CC2)C(CC)=O)C=C1